2,6-Difluoro-3-(1-methyl-6-(3-((tetrahydro-2H-pyran-4-yl)methyl)morpholino)-1H-pyrazolo[4,3-c]pyridin-3-yl)-5-(trifluoromethyl)phenol FC1=C(C(=C(C=C1C1=NN(C2=C1C=NC(=C2)N2C(COCC2)CC2CCOCC2)C)C(F)(F)F)F)O